N-[2-[(2-hydroxypropyl)amino]ethyl]-glycine OC(CNCCNCC(=O)O)C